3-(2H-benzotri-azol-2-yl)-5-t-butyl-4-hydroxybenzenepropanoic acid N=1N(N=C2C1C=CC=C2)C=2C=C(C=C(C2O)C(C)(C)C)CCC(=O)O